(S)-6-(benzyloxy)-5-(1-methyl-7-(2-methylpiperazin-1-yl)-1H-indazol-3-yl)pyridin-2-ol C(C1=CC=CC=C1)OC1=C(C=CC(=N1)O)C1=NN(C2=C(C=CC=C12)N1[C@H](CNCC1)C)C